5-bromopentyl (2'-hexyldecyl) carbonate C(OCCCCCBr)(OCC(CCCCCCCC)CCCCCC)=O